4-[[4-amino-6-(methoxymethyl)-5-(7-methoxy-5-methyl-1-benzothiophen-2-yl)pyrrolo[2,1-f][1,2,4]triazin-7-yl]methyl]piperazin-2-one NC1=NC=NN2C1=C(C(=C2CN2CC(NCC2)=O)COC)C=2SC1=C(C2)C=C(C=C1OC)C